(2R,3S,5R)-3-(3,4-difluoro-2-methoxyphenyl)-N-(4-(dimethylphosphoryl)phenyl)-5-methyl-5-(trifluoromethyl)tetrahydrothiophene-2-carboxamide FC=1C(=C(C=CC1F)[C@H]1[C@@H](S[C@](C1)(C(F)(F)F)C)C(=O)NC1=CC=C(C=C1)P(=O)(C)C)OC